di-octyl sulfide C(CCCCCCC)SCCCCCCCC